(2-chloro-6-(4-((trifluoromethyl)thio)phenoxy)isonicotinoyl)(pyridine-1-ium-1-yl)amide ClC=1C=C(C(=O)[N-][N+]2=CC=CC=C2)C=C(N1)OC1=CC=C(C=C1)SC(F)(F)F